(R)-1-(4-fluorophenyl)-1,4,7,8-tetrahydro-6H-pyrazolo[3,4-g]isoquinoline-4a,6(5H)-dicarboxylic acid 6-(tert-butyl) 4a-methyl ester COC(=O)[C@@]12CC3=C(C=C2CCN(C1)C(=O)OC(C)(C)C)N(N=C3)C3=CC=C(C=C3)F